8-chloro-6-(((S)-(1-(2-fluoroethyl)-1H-1,2,3-triazol-4-yl)(pyridin-3-yl)methyl)amino)-4-(((R)-1-phenylpropyl)amino)quinoline-3-carbonitrile ClC=1C=C(C=C2C(=C(C=NC12)C#N)N[C@H](CC)C1=CC=CC=C1)N[C@@H](C=1C=NC=CC1)C=1N=NN(C1)CCF